(7-((5-chloro-4-(1-ethyl-4-fluoro-2-methyl-1H-benzo[d]imidazol-6-yl)pyrimidin-2-yl)amino)-1-((2-(trimethylsilyl)ethoxy)methyl)-1H-indazol-4-yl)methyl methanesulfonate CS(=O)(=O)OCC1=C2C=NN(C2=C(C=C1)NC1=NC=C(C(=N1)C=1C=C(C2=C(N(C(=N2)C)CC)C1)F)Cl)COCC[Si](C)(C)C